Cl.O1C=NC=C1C1=CC=C(NCC=2C=C(C=CC2)C[C@H](C(=O)O)[C@@H]2CNCC2)C=C1 (2S)-3-(3-{[4-(1,3-Oxazol-5-yl)anilino]methyl}phenyl)-2-[(3R)-pyrrolidin-3-yl]propanoic acid hydrochloride